4-(4-fluoro-2-methylindol-5-yloxy)-6-methoxy-7-(3-pyrrolyl-1-propoxy)quinazoline FC1=C2C=C(NC2=CC=C1OC1=NC=NC2=CC(=C(C=C12)OC)OCCCC=1NC=CC1)C